(R)-tert-butyl 3-(3-bromophenyl)-2-methylpropanoate BrC=1C=C(C=CC1)C[C@H](C(=O)OC(C)(C)C)C